tert-butyl (R)-(4-(1-((2-(2-(2-azidoethoxy)ethoxy)ethyl)carbamoyl)-3-(trifluoromethyl)-5,6-dihydroimidazo[1,5-a]pyrazin-7(8H)-yl)-4-oxo-1-(2,4,5-trifluorophenyl)butan-2-yl)carbamate N(=[N+]=[N-])CCOCCOCCNC(=O)C=1N=C(N2C1CN(CC2)C(C[C@@H](CC2=C(C=C(C(=C2)F)F)F)NC(OC(C)(C)C)=O)=O)C(F)(F)F